ClC=1C=CC(=C(C1)N1CON(CO1)C(C(=O)O)CC1=CC=CC=C1)N1N=NC(=C1)Cl 2-(4-(5-Chloro-2-(4-chloro-1H-1,2,3-triazol-1-yl)phenyl)-2,5-dioxapiperazine-1-yl)-3-phenylpropionic acid